Cl.[C@@H]12N[C@H](C[C@H]2C1)C(=O)OCC (1R,3R,5R)-ethyl 2-azabicyclo[3.1.0]hexane-3-carboxylate hydrochlorid